C(C)(C)(C)OC(N[C@@H]1C(N(C1(C)C)OCC1=CC=CC=C1)=O)=O (S)-(N-benzyloxy-4,4-dimethylazetidin-2-on-3-yl)carbamic acid tert-butyl ester